5-sulfobenzophenone sodium [Na].S(=O)(=O)(O)C=1C=CC=C(C(=O)C2=CC=CC=C2)C1